FC1=C(C(=CC=C1)F)C1=C2C(=NC(=C1)C)SN=C2N2C(N1C(=C2)C[C@@H](C1)NS(=O)(=O)CC)=O N-{(6S)-2-[4-(2,6-difluorophenyl)-6-methyl[1,2]thiazolo[5,4-b]pyridin-3-yl]-3-oxo-2,5,6,7-tetrahydro-3H-pyrrolo[1,2-c]imidazol-6-yl}ethanesulfonamide